C1(=CC(=CC(=C1)O)O)C=CC1=CC=C(C=C1)O 3,4',5-Stilbenetriol